ClC1=CC=C(CN2C3(CCN(C3)C(=O)C3CC3)C(N(CC2=O)C2=C(C=C(C#N)C=C2)F)=O)C=C1 4-(6-(4-chlorobenzyl)-2-(cyclopropanecarbonyl)-7,10-dioxo-2,6,9-triazaspiro[4.5]decan-9-yl)-3-fluorobenzonitrile